2-(3,4-Difluoro-phenyl)-N-[2-(isopropyl-methyl-amino)-4-oxo-4H-quinazolin-3-yl]-acetamide FC=1C=C(C=CC1F)CC(=O)NN1C(=NC2=CC=CC=C2C1=O)N(C)C(C)C